C(C)(C)(C)OC(=O)N1CCC=2C=NC(=CC21)Cl tert-butyl-6-chloro-2,3-dihydropyrrolo[3,2-C]pyridine-1-carboxylate